3-Cyclopropyl-1-((6,6-difluorospiro[3.3]heptan-2-yl)methyl)-N-(2-(S-methylsulfonimidoyl)pyridin-4-yl)-4-(trifluoromethyl)-1H-pyrazole-5-carboxamide C1(CC1)C1=NN(C(=C1C(F)(F)F)C(=O)NC1=CC(=NC=C1)S(=O)(=N)C)CC1CC2(C1)CC(C2)(F)F